[C@H](C)(CC)[C@@H]1N(CC2=C(NC1=O)C=CC=C2)C(=O)C=2C(=NN(C2)C)CCO (S)-3-((S)-sec-butyl)-4-(3-(2-hydroxyethyl)-1-methyl-1H-pyrazole-4-carbonyl)-1,3,4,5-tetrahydro-2H-benzo[e][1,4]diazepin-2-one